silver(I) ethylene C=C.[Ag+]